BrC=1C=NC(=NC1)C1=CC(=CC=C1)C 5-bromo-2-(3-methylphenyl)pyrimidine